[5-chloro-2-[[(1R)-1-[2-(4,4-dimethyl-1-piperidyl)-3,6-dimethyl-4-oxo-chromen-8-yl]ethyl]amino]phenyl]boronic acid ClC=1C=CC(=C(C1)B(O)O)N[C@H](C)C=1C=C(C=C2C(C(=C(OC12)N1CCC(CC1)(C)C)C)=O)C